4-[2-[N-(1-cyclopropylpropyl)anilino]-2-oxo-ethyl]-1-[(4-fluorophenyl)-methyl-carbamoyl]piperidine-4-carboxylic acid C1(CC1)C(CC)N(C1=CC=CC=C1)C(CC1(CCN(CC1)C(N(C)C1=CC=C(C=C1)F)=O)C(=O)O)=O